N-[2-[[(1R,3S)-3-([1,2,4]triazolo[4,3-a]pyridin-3-yl)cyclohexyl]amino]-5-(trifluoromethyl)pyrimidin-4-yl]acetamide N=1N=C(N2C1C=CC=C2)[C@@H]2C[C@@H](CCC2)NC2=NC=C(C(=N2)NC(C)=O)C(F)(F)F